FC1=C(C=CC(=C1)C(=O)N)C1=CC=C(C=C1)F 2,4'-difluoro-[1,1'-biphenyl]-4-carboxamide